ClC1=NC=C(C=C1CO)C (2-Chloro-5-methylpyridin-3-yl)methanol